CN(CCCN1C(=C(C2=C1N=C(C=C2N)C2=CC=CC=C2)C)C)C 1-(3-(dimethylamino)propyl)-2,3-dimethyl-6-phenyl-1H-pyrrolo[2,3-b]pyridin-4-amine